3-(6-(benzyl(isobutyl)amino)-4-((2-methylbenzo[d]thiazol-6-yl)amino)pyridin-2-yl)pentanoic acid C(C1=CC=CC=C1)N(C1=CC(=CC(=N1)C(CC(=O)O)CC)NC1=CC2=C(N=C(S2)C)C=C1)CC(C)C